(tert-butoxycarbonyl)-N2,N5,N5-trimethyl-L-glutaminate C(C)(C)(C)OC(=O)N([C@@H](CCC(N(C)C)=O)C(=O)[O-])C